C1=CC=CC=2C3=CC=CC=C3C(C12)COC(=O)N[C@H](C(=O)NC1=CC=C(C=C1)C=1C(=[N+](C=CC1C(F)(F)F)[O-])C)[C@@H]1CC(CCC1)(F)F 3-(4-((S)-2-((((9H-fluoren-9-yl)methoxy)carbonyl)amino)-2-((S)-3,3-difluorocyclohexyl)acetamido)phenyl)-2-methyl-4-(trifluoromethyl)pyridine 1-oxide